3-methyl-N-(1-methylcyclopropyl)-1-[(3-methyloxetan-3-yl)methyl]-2-oxo-benzimidazole-5-sulfonamide CN1C(N(C2=C1C=C(C=C2)S(=O)(=O)NC2(CC2)C)CC2(COC2)C)=O